4-(phenylsulfanyl)phenylbis(4-fluorophenyl)sulfonium C1(=CC=CC=C1)SC1=CC=C(C=C1)[S+](C1=CC=C(C=C1)F)C1=CC=C(C=C1)F